N1=CC=C(C=C1)NC=1C=C(C(=O)NC2=CC(=CC=C2)OC2=CC=NC=C2)C=CC1 3-(pyridin-4-ylamino)-N-(3-(pyridin-4-yloxy)phenyl)benzamide